NCCCCCCCCCC(=O)N[C@H](C(=O)N1[C@@H](C[C@H](C1)O)C(=O)NCC1=CC=C(C=C1)C1=C(N=CS1)C)C(C)(C)C (2S,4R)-1-((S)-2-(10-Aminodecanamido)-3,3-dimethylbutanoyl)-4-hydroxy-N-(4-(4-methylthiazol-5-yl)benzyl)pyrrolidine-2-carboxamide